C1(=CC=CC=C1)C(C)(C)C=1SC=C(N1)CO (2-(2-Phenylpropan-2-yl)thiazol-4-yl)methanol